BrC1=NC(=CC=C1)C1=CC(=NN1C1OCCCC1)C(F)(F)F 2-bromo-6-(1-(tetrahydro-2H-pyran-2-yl)-3-(trifluoromethyl)-1H-pyrazol-5-yl)pyridine